pyrimido[5,4-c]pyridazin N1=NC=CC2=C1C=NC=N2